C1=CC=C(C=C1)C2=CC=CC=C2C3=CC=CC=C3C4=CC=CC=C4 o-quaterphenyl